FC1=CC2=C(N(C3=C(C=C2)C=CC=C3)CC3=NC=C(C=N3)C(=O)OCCCC)C=C1 butyl 2-((2-fluoro-5H-dibenzo[b,f]azepin-5-yl)methyl)pyrimidine-5-carboxylate